FC1(CC1)C(=O)N[C@H]1[C@@H](N(C(C1)=O)C=1C=C2C=NN(C2=CC1)C1=CN(C(C=C1)=O)C)C1=CC=CC=C1 1-fluoro-N-((2S,3R)-1-(1-(1-methyl-6-oxo-1,6-dihydropyridin-3-yl)-1H-indazol-5-yl)-5-oxo-2-phenylpyrrolidin-3-yl)cyclopropanecarboxamide